ClC=1C(=CC(=NC1)NC1COCC1)C=1C=C2N(C[C@@H](N(C2=O)CC2=C(C=CC(=C2)F)CO)COC)C1 (3R)-7-(5-chloro-2-((tetrahydrofuran-3-yl)amino)pyridine-4-yl)-2-(5-fluoro-2-(hydroxymethyl)benzyl)-3-(methoxymethyl)-3,4-dihydropyrrolo[1,2-a]pyrazine-1(2H)-one